CNC1CCC(CC1)N(C(=O)C1=C(C2=C(S1)C=CC=C2)Cl)C(C2=CC=CC=C2)C=2C=NC=CC2 N-methyl-N'-(3-pyridylbenzyl)-N'-(3-chlorobenzo[b]thiophene-2-carbonyl)-1,4-diaminocyclohexane